ClC1=C(C=C(C=O)C=C1)OC 4-CHLORO-3-METHOXYBENZALDEHYDE